N-[4-(difluoromethoxy)-2,5-difluorophenyl]-5-(1,2-thiazol-4-yl)-1H-pyrrole-3-sulfonamide FC(OC1=CC(=C(C=C1F)NS(=O)(=O)C1=CNC(=C1)C=1C=NSC1)F)F